(2R)-N-[2-(1-benzylpiperidin-4-yl)ethyl]-4-(5-fluoropyrimidin-2-yl)-2-methylpiperazine-1-carboxamide C(C1=CC=CC=C1)N1CCC(CC1)CCNC(=O)N1[C@@H](CN(CC1)C1=NC=C(C=N1)F)C